2-(4'-((cyclopropylmethyl)sulfonyl)-[1,1'-biphenyl]-4-yl)-2-methylpropionic acid C1(CC1)CS(=O)(=O)C1=CC=C(C=C1)C1=CC=C(C=C1)C(C(=O)O)(C)C